1-[3-(1-phenyl-1,2,4-triazol-3-yl)pyrazin-2-yl]ethylamine C1(=CC=CC=C1)N1N=C(N=C1)C=1C(=NC=CN1)C(C)N